3-(Trifluoromethyl)-1H-1,2,4-triazol-5-amine FC(C1=NNC(=N1)N)(F)F